N-(4-(4-chlorophenoxy)phenyl)-1-methyl-6-oxo-1,4,5,6-tetrahydropyridazine-3-carboxamide ClC1=CC=C(OC2=CC=C(C=C2)NC(=O)C2=NN(C(CC2)=O)C)C=C1